ClC1=CC2=C(N=N1)NC(C1(N2)CCN(CC1)C(=O)OCC1=CC=CC=C1)=O benzyl 3'-chloro-7'-oxo-7',8'-dihydro-5'H-spiro[piperidine-4,6'-pyrazino[2,3-c]pyridazine]-1-carboxylate